COC=1C(=CC2=C(OCC(N2C)=O)C1)C 7-Methoxy-4,6-dimethyl-2H-benzo[b][1,4]oxazin-3(4H)-one